6-(Benzyloxy)-5-bromopyrazolo[5,1-a]isoquinoline-1-carboxylic acid C(C1=CC=CC=C1)OC1=C(N2C(C3=CC=CC=C13)=C(C=N2)C(=O)O)Br